4-(5-chloro-6-(1-(oxetan-3-yl)piperidin-4-yl)-1H-indazol-1-yl)-N-methyl-1H-pyrazole-1-carboxamide ClC=1C=C2C=NN(C2=CC1C1CCN(CC1)C1COC1)C=1C=NN(C1)C(=O)NC